ClC=1C=C(OCC2=NOC(O2)=O)C=CC1 3-(m-chlorophenoxy)methyl-1,4,2-dioxazol-5-one